ClC1=NC=C(C(=C1)OC1=C(C=C(C=C1)N1N=CN(C1=O)CC1=C(C=CC=C1F)F)F)F 2-{4-[(2-chloro-5-fluoropyridin-4-yl)oxy]-3-fluorophenyl}-4-[(2,6-difluorophenyl)methyl]-1,2,4-triazol-3-one